N-(1-(3-(3-bromo-2-chlorophenoxy)propyl)piperidin-4-yl)acetamide BrC=1C(=C(OCCCN2CCC(CC2)NC(C)=O)C=CC1)Cl